Trifluoropyruvyl Fluoride FC(C(C(=O)F)=O)(F)F